BrC1=NC=C(C=C1NC(C(C)(C)C)=O)F N-(2-bromo-5-fluoropyridin-3-yl)pivalamide